OC1=C(C=C(C=C1OC)O)OC 4-hydroxy-3,5-dimethoxyphenol